C(C)N1C[C@@H](CC1)NCCC1=C(C=CC(=C1)F)S(=O)(=O)NC1=C(C2=C([C@@H]3[C@H](CO2)C3)C=C1)C(=O)O |&1:25,26| (1aRS,7bSR)-5-{2-[2-((R)-1-ethylpyrrolidin-3-ylamino)ethyl]-4-fluoro-benzenesulfonylamino}-1,1a,2,7b-tetrahydrocyclopropa-[c]benzopyran-4-carboxylic acid